3-(2-ethoxy-2-oxoethyl)piperidine-1-carboxylic acid tert-butyl ester C(C)(C)(C)OC(=O)N1CC(CCC1)CC(=O)OCC